4-amino-N,3-dimethyl-N-((3S)-6-(pentafluoro-lambda6-sulfanyl)-2,3-dihydro-1-benzofuran-3-yl)-3H-pyrazolo[3,4-c]quinoline-8-carboxamide NC1=NC=2C=CC(=CC2C2=C1N(N=C2)C)C(=O)N([C@@H]2COC1=C2C=CC(=C1)S(F)(F)(F)(F)F)C